ClC=1C=C2C(=C(NC2=CC1)C(=O)NCCCNS(=O)(=O)C1=C(C=CC=C1)F)S(=O)(=O)C1=CC(=CC(=C1)C)C 5-chloro-3-((3,5-dimethylphenyl)sulfonyl)-N-(3-((2-fluorophenyl)sulfonamido)propyl)-1H-indole-2-carboxamide